BrC=1C=C(C(=NC1)C(C)=O)SCC 1-[5-bromo-3-(ethylsulfanyl)pyridin-2-yl]ethanone